O[C@@H]([C@H](C)OS(=O)(=O)C1=CC=CC=C1)C |r| (2S,3R) and (2R,3S)-3-hydroxybut-2-ylbenzenesulfonate